ClC1=CC(=C(C(=O)N2C[C@H](N(CC2)C2=C(C(=O)N[C@H]3CN(CC3)C)C=C(C=C2)C=2C(=NC=CC2)OCC)CC)C=C1)C(F)(F)F 2-[(2R)-4-[4-chloro-2-(trifluoromethyl)benzoyl]-2-ethylpiperazin-1-yl]-5-(2-ethoxypyridin-3-yl)-N-[(3R)-1-methylpyrrolidin-3-yl]benzamide